1-(4-Cyanobutyl)-N-(2-phenylpropan-2-yl)-1H-indazole-3-carboxamide C(#N)CCCCN1N=C(C2=CC=CC=C12)C(=O)NC(C)(C)C1=CC=CC=C1